C(C1=CC=CC=C1)SC1=C(C=C(C(=O)OC)C=C1)[N+](=O)[O-] methyl 4-(benzylsulfanyl)-3-nitrobenzoate